aluminum iron magnesium salt [Mg].[Fe].[Al]